C\C(=C/CC[C@@]1([C@H](CC=2C(=C3CNC(C3=CC2O)=O)O1)O)C)\CCC=C(C)C (2R,3S)-2-((E)-4,8-dimethylnonan-3,7-diene-1-yl)-3,5-dihydroxy-2-methyl-7-oxo-3,4,7,9-tetrahydropyrano[2,3-E]isoindole